1,3-Dimethyl-3-(t-amylperoxy)butanol CC(CC(C)(OOC(C)(C)CC)C)O